ClC=1C=C2C(N3C(=NC2=CC1Cl)[C@H]1CCCN([C@@H]1CC3)CCNC(C)C)=O |r| (±)-(4aR,13bS)-10,11-dichloro-4-(2-(isopropylamino)ethyl)-1,2,3,4,4a,5,6,13b-octahydro-8H-[1,6]naphthyridino[5,6-b]quinazolin-8-one